CN(C/C=C/C(=O)N([C@@H](C)C(=O)O)C)C (E)-N-(4-(dimethylamino)but-2-enoyl)-N-methyl-L-alanine